ClC=1C(=NC(=NC1)NC1CCOCC1)C1=CC=C2CN(C(C2=C1)=O)CC(=O)N1CC2=CC(=CC=C2CC1C)F 6-{5-chloro-2-[(oxacyclohex-4-yl)amino]pyrimidin-4-yl}-2-[2-(7-fluoro-3-methyl-1,2,3,4-tetrahydroisoquinolin-2-yl)-2-oxoethyl]-2,3-dihydro-1H-isoindol-1-one